CC1=C(C=2N(C=C1C1=C(C=3N=C(SC3N1)N1[C@@H](CN(CC1)C(=O)OC(C)(C)C)C)C(C)C)N=CN2)C tert-butyl (R)-4-(5-(7,8-dimethyl-[1,2,4]triazolo[1,5-a]pyridin-6-yl)-6-isopropyl-4H-pyrrolo[3,2-d]thiazol-2-yl)-3-methylpiperazine-1-carboxylate